((4,6-dimethyl-2-oxo-1,2-dihydropyridin-3-yl)methyl)-3-(ethyl-(tetrahydro-2H-pyran-4-yl)amino)-6-fluoro-5-(6-fluoro-1-morpholino-2,3-dihydro-1H-inden-5-yl)-2-methylbenzamide CC1=C(C(NC(=C1)C)=O)CC1=C(C(=C(C(=O)N)C(=C1C=1C=C2CCC(C2=CC1F)N1CCOCC1)F)C)N(C1CCOCC1)CC